OC(COC1=C(C=C(C=O)C=C1)OC)COC1=C(C=C(C=O)C=C1)OC 4,4'-(2-hydroxypropane-1,3-diyl)bis(oxy)bis(3-methoxybenzaldehyde)